NC([C@H](CCCCNC(=O)OCC1=CC=CC=C1)NC([C@H](C)NC(OC(C)(C)C)=O)=O)=O Tert-butyl ((S)-1-(((S)-1-amino-6-(((benzyloxy)carbonyl)amino)-1-oxohexan-2-yl)amino)-1-oxopropan-2-yl)carbamate